N-(5-aminopentyl)acrylamide trifluoroacetate FC(C(=O)O)(F)F.NCCCCCNC(C=C)=O